CC1=C(SC2=C1C=C(C=C2)C(C)C)S(=O)(=O)NC=2C=C(C=CC2)C=2N=NN(N2)CC(=O)OC methyl {5-[3-({[3-methyl-5-(1-methylethyl)-1-benzothiophen-2-yl]sulfonyl}amino)phenyl]-2H-tetrazol-2-yl}acetate